C[C@H]1C[C@@H](OCC1)C=C(C)C |r| (2RS,4RS)-4-METHYL-2-(2-METHYL-1-PROPEN-1-YL)TETRAHYDRO-2H-PYRAN